NC1=NC(=C2N=CN(C2=N1)CC(=O)NC1=CC(=NN1CC)C)NCC1CCC1 2-(2-amino-6-((cyclobutylmethyl)amino)-9H-purin-9-yl)-N-(1-ethyl-3-methyl-1H-pyrazol-5-yl)acetamide